(aminomethyl)-1-(difluoromethyl)-N,N-dimethyl-1H-pyrazole-3-carboxamide NCC=1C(=NN(C1)C(F)F)C(=O)N(C)C